C1(CC1)C=1C(=C(C=CC1)SC=1C=NC2=CC=CC=C2C1C1=NOCC(N1)CC1=C(C=C(C=C1)C)C)F 3-[(3-cyclopropyl-2-fluorophenyl)sulfanyl]-4-[5-(2,4-dimethylbenzyl)-5,6-dihydro-4H-1,2,4-oxadiazin-3-yl]quinoline